N-(4-(((R)-1-Hydroxy-4-methylpentan-2-yl)amino)-6-(2-(3-methyl-4-oxo-3,4-dihydroquinazolin-7-yl)propyl)-1,3,5-triazin-2-yl)methanesulfonamide OC[C@@H](CC(C)C)NC1=NC(=NC(=N1)CC(C)C1=CC=C2C(N(C=NC2=C1)C)=O)NS(=O)(=O)C